N1=CN=C(C2=C1OC=C2)N2CCC(CC2)NCCCCCCCCC (furo[2,3-d]pyrimidine-4-yl)-N-nonylpiperidin-4-amine